F[B-](F)(F)F.C(C)(C)(C)[PH+](C1=CC=C(C=C1)C1=CC=CC=C1)C(C)(C)C di-(tert-butyl)([1,1'-biphenyl]-4-yl)phosphonium tetrafluoroborate